(E)-2-(2-ethoxyethyl)-4,4,5,5-tetramethyl-1,3,2-dioxaborolane C(C)OCCB1OC(C(O1)(C)C)(C)C